(4-amino-2-(7-fluoro-1-(2-fluorobenzyl)-1H-indazol-3-yl)pyrimidin-5-yl)(piperazin-1-yl)methanone NC1=NC(=NC=C1C(=O)N1CCNCC1)C1=NN(C2=C(C=CC=C12)F)CC1=C(C=CC=C1)F